N-(6-fluoro-2,3-dihydro-1H-inden-5-yl)-acetamide FC1=C(C=C2CCCC2=C1)NC(C)=O